ClC1=NC=C(C(=N1)C1=CNC2=CC=CC=C12)C(F)(F)F 3-(2-chloro-5-(trifluoromethyl)pyrimidin-4-yl)-1H-indole